O=C1NC(CCC1C1=CC=C(C=C1)CCC1(CCN(CC1)C(=O)OC(C)(C)C)F)=O tert-butyl 4-[2-[4-(2,6-dioxo-3-piperidinyl) phenyl] ethyl]-4-fluoro-piperidine-1-carboxylate